CN1C2=C(OC[C@@H](C1=O)NC(=O)C1=C3N(N=C1)CC[C@@H]3C3=CC=CC=C3)C=CC=C2 (R)-N-((S)-5-methyl-4-oxo-2,3,4,5-tetrahydrobenzo[b][1,4]oxazepin-3-yl)-4-phenyl-5,6-dihydro-4H-pyrrolo[1,2-b]pyrazole-3-carboxamide